BrC1=CC=C(C=C1)CC1CN(CC1)CCC(F)F 3-[(4-bromophenyl)methyl]-1-(3,3-difluoropropyl)pyrrolidine